4-[[7-(2-methoxy-4,6-dimethyl-phenyl)-1,8-naphthyridin-2-yl]methyl]tetrahydropyran-4-ol COC1=C(C(=CC(=C1)C)C)C1=CC=C2C=CC(=NC2=N1)CC1(CCOCC1)O